C(C)(C)(C)P([C@H](C)C1C(CCC1)P(C1CCCCC1)C1CCCCC1)C(C)(C)C ditert-butyl-[(1R)-1-(2-dicyclohexylphosphanylcyclopentyl)ethyl]phosphane